C[C@@H]1N(C[C@@H](C1)OS(=O)(=O)C)C(=O)OC(C)(C)C tert-butyl (2S,4R)-2-methyl-4-((methylsulfonyl)oxy)pyrrolidine-1-carboxylate